C(C1=CC=CC=C1)OC(=O)NC[C@@H](CC(=O)O)CCCCCC (3R)-3-({[(benzyloxy)carbonyl]amino}methyl)nonanoic acid